C1(=CC=CC=C1)CCC(=O)C methyl (2-phenyl)-ethyl ketone